(S)-4-(5-(5-fluoro-2-methoxypyridin-4-yl)-1H-pyrazole-3-carbonyl)-N-(5-((R)-1-hydroxyethyl)pyrazolo[1,5-a]pyrimidin-3-yl)-4-azaspiro[2.5]octane-7-carboxamide FC=1C(=CC(=NC1)OC)C1=CC(=NN1)C(=O)N1C2(CC2)C[C@H](CC1)C(=O)NC=1C=NN2C1N=C(C=C2)[C@@H](C)O